C1(OCC(C)O1)=O S3a-propylene carbonate